2-(5-fluoro-2-methoxyphenyl)-2-hydroxyacetic acid FC=1C=CC(=C(C1)C(C(=O)O)O)OC